7-amino-7-(5-(5-fluoro-2-methoxypyridin-4-yl)-1H-imidazol-2-yl)-1-(oxazol-2-yl)heptan-1-one NC(CCCCCC(=O)C=1OC=CN1)C=1NC(=CN1)C1=CC(=NC=C1F)OC